N-(7-(4,4-difluoropiperidin-1-yl)-2-methyl-1-oxoisoindolin-5-yl)-4-(ethylsulfonamido)-2-(6-azaspiro[2.5]octan-6-yl)benzamide FC1(CCN(CC1)C=1C=C(C=C2CN(C(C12)=O)C)NC(C1=C(C=C(C=C1)NS(=O)(=O)CC)N1CCC2(CC2)CC1)=O)F